CC1(C(N(C(N1CC1=CC=NC=2NCCCC12)=O)C1=CC=C(C=C1)C1(CC1)C(F)(F)F)=O)C 5,5-dimethyl-1-((5,6,7,8-tetrahydro-1,8-naphthyridin-4-yl)methyl)-3-(4-(1-(trifluoromethyl)cyclopropyl)phenyl)imidazolidine-2,4-dione